CN1C(C(=C(C2=CC=C(C=C12)OC1COCC1)N1CCC(CC1)C=1OC2=C(N1)C=C(C=C2)C)C#N)=O 1-methyl-4-[4-(5-methyl-1,3-benzoxazol-2-yl)piperidin-1-yl]-2-oxo-7-[(oxolan-3-yl)oxy]-1,2-dihydroquinoline-3-carbonitrile